O1CCN(CC1)C=1OC2=C(C=CC=C2C(C1)=O)C1=CC=C2C(=CC=NC2=C1)C(=O)N 7-(2-morpholino-4-oxo-4H-chromen-8-yl)quinoline-4-carboxamide